ethyl 2-acetamido-5-(trifluoromethyl)thiophene-3-carboxylate C(C)(=O)NC=1SC(=CC1C(=O)OCC)C(F)(F)F